[O-2].C1(=CC=CC=C1)[Al+]C1=CC=CC=C1.C1(=CC=CC=C1)[Al+]C1=CC=CC=C1 diphenylaluminum oxide